C(CCCCCCCCCCC)C(C(=C(CCC)OP(OC[C@@H](CO)O)(=O)O)CCCCCCCCCCCC)=O 1,2-didodecylhexaenoyl-sn-glycero-3-phosphate